1-((1-(2-(4-fluorophenyl)-2-oxoethyl)piperidin-4-yl)methyl)-3-((6-(methoxymethyl)pyridin-3-yl)methyl)-1-methylurea FC1=CC=C(C=C1)C(CN1CCC(CC1)CN(C(=O)NCC=1C=NC(=CC1)COC)C)=O